4-(2-((5-fluoro-4-(8-fluoro-4-(1-hydroxyethyl)quinolin-6-yl)pyrimidin-2-yl)amino)pyrimidin-5-yl)piperidine-1-carboxylate FC=1C(=NC(=NC1)NC1=NC=C(C=N1)C1CCN(CC1)C(=O)[O-])C=1C=C2C(=CC=NC2=C(C1)F)C(C)O